COC1=CC=C(C=C1)N1C(=NC2=CC=C(C=C2C1=O)[N+](=O)[O-])[C@H]1N(CCC1)C (S)-3-(4-methoxyphenyl)-2-(1-methylpyrrolidin-2-yl)-6-nitroquinazolin-4(3H)-one